BrCC(=O)NCC(=O)N(CCNC(CCl)=O)CCNC(CCl)=O 2-(2-Bromoacetamido)-N,N-bis(2-(2-chloroacetylamino)ethyl)acetamide